8-(4-(7-(benzyloxy)-3-bromo-2H-chromen-4-yl)phenyl)-3-(dimethoxymethyl)-1-oxa-8-azaspiro[4.5]decane C(C1=CC=CC=C1)OC1=CC=C2C(=C(COC2=C1)Br)C1=CC=C(C=C1)N1CCC2(CC(CO2)C(OC)OC)CC1